C(C)(C)(C)OC(=O)N1N=C(C=C1C=1C=NN2C1N=C(C=C2C2(CC2)S(=O)(=O)C)N2[C@@H](COCC2)C)C (R)-tert-butyl-5-[7-(1-methanesulfonylcyclopropyl)-5-[(3R)-3-methyl morpholin-4-yl] pyrazolo[1,5-a]pyrimidin-3-yl]-3-methyl-1H-pyrazole-1-carboxylate